9-(((2S,3R,4S,6R)-4-(dimethylamino)-3-hydroxy-6-methyltetrahydro-2H-pyran-2-yl)oxy)-8-methoxy-3,4,6,8,10,12,12-heptamethyl-1-oxa-4-azacyclotridecane-11,13-dione CN([C@@H]1[C@H]([C@@H](O[C@@H](C1)C)OC1C(CC(CN(C(COC(C(C(C1C)=O)(C)C)=O)C)C)C)(C)OC)O)C